O[C@@H](CNS(=O)(=O)C1=CC=C(C=C1)C=1N=NNN1)C (R)-N-(2-hydroxypropyl)-4-(2H-tetrazol-5-yl)benzenesulfonamide